tert-butyl 6-(2-((6-bromobenzo[d]thiazol-2-yl)amino)ethyl)-2,6-diazaspiro[3.3]heptane-2-carboxylate BrC1=CC2=C(N=C(S2)NCCN2CC3(CN(C3)C(=O)OC(C)(C)C)C2)C=C1